CN(C/C=C/C(=O)NC=1C=C(C(=O)NC2=CC=C(C=C2)NC2=NC=CC(=N2)C=2C=NC=CC2)C=CC1)C (E)-3-(4-(dimethyl-amino)but-2-enamido)-N-(4-((4-(pyridin-3-yl)pyrimidin-2-yl)amino)phenyl)benzamide